CN(CCNC(N(CC1=NC=CC=C1)CC=1C(NC2=CC(=C(C=C2C1)C)C)=O)=S)C 3-[2-(dimethylamino)ethyl]-1-[(6,7-dimethyl-2-oxo-1H-quinolin-3-yl)methyl]-1-(2-pyridylmethyl)thiourea